4-(4-(3-(2,4-dioxocyclohexyl)-2-methyl-4-oxo-3,4-dihydroquinazolin-5-yl)piperazin-1-yl)-3-fluorobenzonitrile O=C1C(CCC(C1)=O)N1C(=NC2=CC=CC(=C2C1=O)N1CCN(CC1)C1=C(C=C(C#N)C=C1)F)C